C(CC(O)(C(=O)O)CC(=O)O)(=O)O.OC(C(=O)N)C 2-hydroxypropanamide citrate